NC1=CC=C2C(OC(C2=C1)=O)CC1=C(C=CC=C1)C(F)(F)F 6-amino-3-(2-(trifluoromethyl)benzyl)isobenzofuran-1(3H)-one